C(C=C)(=O)N1[C@H](CN(CC1)C1=C(C(=NC2=CC(=CC=C12)C1=CC=CC=2CC3C(C12)C3)OC[C@H]3N(CCC3)C)CC#N)CC#N 4-((S)-4-acryloyl-3-(cyanomethyl)piperazin-1-yl)-2-(((S)-1-methylpyrrolidin-2-yl)methoxy)-7-(1,1a,6,6a-tetrahydrocyclopropa[a]inden-2-yl)quinoline-3-acetonitrile